ClC=1C=C(C=CC1F)S(=O)(=O)N(C(OC(C)(C)C)=O)C1=CN=CS1 tert-butyl ((3-chloro-4-fluorophenyl)sulfonyl)(thiazol-5-yl)carbamate